sodium citrate di-sodium [Na+].[Na+].C(CC(O)(C(=O)[O-])CC(=O)[O-])(=O)[O-].[Na+]